FC1(C[C@H](CC1)[C@H](C(=O)NC1=NC(=NS1)C(C)C)C1=CC=C(C=C1)C=1N=NN(N1)C)F (S)-2-((S)-3,3-Difluorocyclopentyl)-N-(3-isopropyl-1,2,4-thiadiazol-5-yl)-2-(4-(2-methyl-2H-tetrazol-5-yl)phenyl)acetamide